1-(5-(4,4,5,5-Tetramethyl-1,3,2-dioxaborol-2-yl)-2H-indazol-2-yl)propan-2-ol CC1(OB(OC1(C)C)C1=CC2=CN(N=C2C=C1)CC(C)O)C